ClC1=NC=C(C(=O)OC(C)(C)C)C=C1F tert-Butyl 6-chloro-5-fluoronicotinate